(R)-2-amino-3-(3-(4-chloro-1-methyl-1H-pyrazol-5-yl)-5-fluorobenzamido)propanoic acid N[C@@H](C(=O)O)CNC(C1=CC(=CC(=C1)F)C1=C(C=NN1C)Cl)=O